FC(S(=O)(=O)C=1NC=CN1)(F)F trifluoromethyl-sulfonyl-imidazole